5-[2,3-Difluoro-4-(1H-pyrazol-4-yl)phenyl]-N-methyl-N-(2,2,6,6-tetramethylpiperidin-4-yl)[1,3]thiazolo[5,4-d][1,3]thiazol-2-amin Hydrochlorid Cl.FC1=C(C=CC(=C1F)C=1C=NNC1)C=1SC2=C(N1)SC(=N2)N(C2CC(NC(C2)(C)C)(C)C)C